C(CCCCCCC\C=C/CCCCCCCC)(=O)O.C(CCCCCCC\C=C/CCCCCCCC)(=O)O.C[SiH2]O methylsilanol dioleate